[Li+].NC1=NN2C(C=C(C=C2)C=2C(=NC(=C(C(=O)[O-])C2)OC([2H])([2H])[2H])C)=N1 5-(2-amino-[1,2,4]triazolo[1,5-a]pyridin-7-yl)-2-(methoxy-d3)-6-methylnicotinic acid, lithium salt